NCCOCCNC12CC3CC2CC(C1)C3 (3as,6as)-N-(2-(2-aminoethoxy)ethyl)hexahydro-2,5-methanopentalen-3a(1H)-amine